5-[2-cyano-2-phenylethenyl]thiophen C(#N)C(=CC1=CC=CS1)C1=CC=CC=C1